2-(4-Trifluoromethylphenyl-imino)-4-(4-methoxyphenyl)thiazole FC(C1=CC=C(C=C1)N=C1SC=C(N1)C1=CC=C(C=C1)OC)(F)F